t-butylsuccinimide C(C)(C)(C)C1C(=O)NC(C1)=O